FC=1C(=NN(C1)C1=NC=CC=C1CO)S(=O)(=O)N(CC1=CC=C(C=C1)OC)CC1=CC=C(C=C1)OC 4-fluoro-1-(3-(hydroxymethyl)pyridin-2-yl)-N,N-bis(4-methoxy-benzyl)-1H-pyrazole-3-sulfonamide